C(CCCC)C(C(=O)OC[C@@H]1[C@H]([C@H]([C@@H](O1)N1C=NC=2C(NCO)=NC=NC12)O)O)(C(C)(C)C)COCCC N6-hydroxymethyl-adenosine amyl-2-propoxymethyl-3,3-dimethylbutyrate